C[C@@H](CC)NC(O[C@H]1C[C@H](CC1)C1=CC(=NN1)NC(CC1=C(C(=CC=C1)C)S(=O)(=O)C)=O)=O (1R,3S)-3-[3-({[3-methyl-2-(methylsulfonyl) phenyl]acetyl} amino)-1H-pyrazol-5-yl]cyclopentyl (2S)-butan-2-ylcarbamate